Cl.N1N=NN=N1 pentazole hydrochloride